C(C)C1CC2CCC1C2 rac-3-exo-ethylbicyclo[2.2.1]heptan